(S)-5-azaspiro[2.4]hept-6-ylmethanol C1CC12CN[C@@H](C2)CO